(3S)-3-{[(3R)-3-fluoropyrrolidin-1-yl]carbonyl}-3,4-dihydro-1H-isoquinoline-2-carboxylic acid tert-butyl ester C(C)(C)(C)OC(=O)N1CC2=CC=CC=C2C[C@H]1C(=O)N1C[C@@H](CC1)F